FC1(CCN(CC1)C1=NC(=CC(=N1)C1=NN=C(O1)C1=C(C=C(C=C1)NS(=O)(=O)CCO)N1CCC2(CC2)CC1)C)F N-(4-(5-(2-(4,4-difluoropiperidin-1-yl)-6-methylpyrimidin-4-yl)-1,3,4-oxadiazol-2-yl)-3-(6-azaspiro[2.5]oct-6-yl)phenyl)-2-hydroxyethane-1-sulfonamide